(S)-tert-butyl 2-(6-(3-methyl-1H-pyrrolo[2,3-b]pyridin-5-yl)-2-(3,3,3-trisFluoro-2-hydroxy-2-(trifluoromethyl)propionyl)-1,2,3,4-tetrahydroisoquinolin-8-yl)pyrrolidine-1-carboxylate CC1=CNC2=NC=C(C=C21)C=2C=C1CCN(CC1=C(C2)[C@H]2N(CCC2)C(=O)OC(C)(C)C)C(C(C(F)(F)F)(C(F)(F)F)O)=O